2,3-diphenylpyrazine C1(=CC=CC=C1)C1=NC=CN=C1C1=CC=CC=C1